CC(C=O)CCCCC(C=O)C 2,7-dimethyloctandialdehyde